C(\C=C\CCCCC)(=O)OC (E)-methyl 2-octenoate